6-(4-chloro-3-methyl-phenyl)-1-[(5-fluoro-3-pyridyl)methyl]-3H-imidazo[4,5-b]pyridin-2-one ClC1=C(C=C(C=C1)C=1C=C2C(=NC1)NC(N2CC=2C=NC=C(C2)F)=O)C